(2-fluoro-6-pyrazol-1-yl-phenyl)methanone FC1=C(C(=CC=C1)N1N=CC=C1)C=O